6-(1H-Imidazol-1-yl)-4-methyl-N-(1-(methylcarbamoyl)piperidin-4-yl)picolinamide N1(C=NC=C1)C1=CC(=CC(=N1)C(=O)NC1CCN(CC1)C(NC)=O)C